(2,5-diaminophenyl)ethanol sulfate S(=O)(=O)(O)OC(C)C1=C(C=CC(=C1)N)N